1-cyclopentyl-N-[(3S)-5-methyl-4-oxo-2,3-dihydropyrido[3,2-b][1,4]oxazepin-3-yl]pyrazolo[3,4-d]pyrimidine-6-carboxamide C1(CCCC1)N1N=CC=2C1=NC(=NC2)C(=O)N[C@@H]2C(N(C1=C(OC2)C=CC=N1)C)=O